tert-Butyl (2S,4R)-2-[(1S)-1-hydroxyethyl]-4-methoxypyrrolidine-1-carboxylate O[C@@H](C)[C@H]1N(C[C@@H](C1)OC)C(=O)OC(C)(C)C